6-chloro-3-(ethylthio)imidazo[1,5-a]pyridine ClC=1C=CC=2N(C1)C(=NC2)SCC